4-(4-methoxyphenyl)-1,2,5-thiadiazol-3-ol COC1=CC=C(C=C1)C=1C(=NSN1)O